C1(CCCC1)NC(=O)N1[C@H](C[C@@H](CC1)CC1=CC=2N(C=C1)N=CC2N2C(NC(CC2)=O)=O)C (2S,4R)-N-cyclopentyl-4-((3-(2,4-dioxotetrahydropyrimidin-1(2H)-yl)pyrazolo[1,5-a]pyridin-5-yl)methyl)-2-methylpiperidine-1-carboxamide